C(\C=C\CCCCCCCCCC)=O E-2-tridecenal